NC1N=CC(=CC1C=O)OC1CC1 2-AMINO-5-CYCLOPROPOXY-2,3-DIHYDROPYRIDINE-3-CARBALDEHYDE